FC([C@@](C)(O)C=1C2=C(C=NN1)C=1N(C[C@H]2C)N=C(C1)C1(CC1)F)(F)F (S)-1,1,1-trifluoro-2-[(S)-9-(1-fluorocyclopropyl)-5-methyl-5,6-dihydropyrazolo[1',5':1,2]pyrido[3,4-d]pyridazin-4-yl]propan-2-ol